tert-butyl (3-(6-(3-(2-bromo-6-methoxypyridin-3-yl)-4-oxo-6-(trifluoromethyl)-3,4-dihydropyrido[3,4-d]pyrimidin-1(2H)-yl)-2,3-difluorophenyl)propyl)carbamate BrC1=NC(=CC=C1N1CN(C2=C(C1=O)C=C(N=C2)C(F)(F)F)C2=CC=C(C(=C2CCCNC(OC(C)(C)C)=O)F)F)OC